OC(COC=1C=C(C=CC1)NC(C)=O)CNCC=CC1=C(C=CC=C1)OC N-(3-(2-hydroxy-3-((3-(2-methoxyphenyl)allyl)amino)propoxy)phenyl)acetamide